NC1=NC2=CC(=C(C=C2C=N1)Cl)[C@H]1[C@@H](CN(CC1)C(=O)OC(C)(C)C)F |r| trans-racemic-tert-butyl 4-(2-amino-6-chloroquinazolin-7-yl)-3-fluoropiperidine-1-carboxylate